BrB1C2CCCC1CCC2 9-bromo-9-borabicyclo[3.3.1]nonane